NCCC=1C=C(N)C=C(C1)OCOC 3-(2-aminoethyl)-5-(methoxymethoxy)aniline